((2R,7aS)-2-fluorohexahydro-1H-pyrrolizin-7a-yl-(methoxy)pyrido[4,3-d]pyrimidin-4-yl)-3-azabicyclo[3.2.1]octan-6-ol F[C@@H]1C[C@@]2(CCCN2C1)C1=NC=CC=2N=C(N=C(C21)C21CNCC(C(C2)O)C1)OC